(5-(5-chloro-2-methoxypyridin-4-yl)-1H-pyrazole-3-carbonyl)-N-(3-(difluoromethyl)phenyl)piperidine-4-carboxamide ClC=1C(=CC(=NC1)OC)C1=CC(=NN1)C(=O)N1CCC(CC1)C(=O)NC1=CC(=CC=C1)C(F)F